N-(3-nonoxy-propyl)propylenediamine C(CCCCCCCC)OCCCNCC(C)N